IC1=CC=C(C=C1)/C=C/C(=O)OC(C)(C)C tert-Butyl (E)-3-(4-Iodophenyl)acrylate